O1C[C@H](CC1)OC1=CC=CC2=C1N=CS2 4-[(3S)-oxolan-3-yloxy]-1,3-benzothiazole